N-(4-bromo-3-chlorophenyl)pivalamide BrC1=C(C=C(C=C1)NC(C(C)(C)C)=O)Cl